FC=1C=C(C=CC1F)C(=O)N1CCC(CC1)CNCCCC1=CNC2=CC=C(C=C12)F (3,4-difluorophenyl)(4-(((3-(5-fluoro-1H-indol-3-yl)propyl)amino)methyl)piperidin-1-yl)methanone